[cis-7-[tert-butyl(dimethyl)silyl]oxy-5-phenyl-6,7-dihydro-5H-pyrrolo[1,2-b][1,2,4]triazol-2-yl]-cyclopropyl-methanone [Si](C)(C)(C(C)(C)C)O[C@H]1C[C@H](N2N=C(N=C21)C(=O)C2CC2)C2=CC=CC=C2